C(#N)C(COOCC)NC(C)=O N-(1-cyano-2-ethylperoxyethyl)acetamide